NC1=NC(=C(C=2N1N=C(N2)CC2=C(C=CC=C2F)F)C=2C=CC(N(C2)C)=O)Cl 5-(5-amino-7-chloro-2-(2,6-difluorobenzyl)-[1,2,4]triazolo[1,5-c]pyrimidin-8-yl)-1-methylpyridin-2(1H)-one